(hydroxymethyl)-3-(3-(2,2,2-trifluoroethyl)benzyl)quinolin OCC1=NC2=CC=CC=C2C=C1CC1=CC(=CC=C1)CC(F)(F)F